ClC=1NC2=C([NH+]1)C=CC=C2 2-Chloro-benzimidazolium